(3S)-N-cyclobutyl-3-{[1-cyclopentyl-5-(1,3-thiazol-4-yl)-1H-pyrazol-3-yl]formamido}-5-(piperidin-1-yl)pentanamide C1(CCC1)NC(C[C@H](CCN1CCCCC1)NC(=O)C1=NN(C(=C1)C=1N=CSC1)C1CCCC1)=O